(1-((2s,3r,4r,5r)-3-fluoro-4-hydroxy-5-(hydroxymethyl)tetrahydrofuran-2-yl)-2-oxo-1,2-dihydropyrimidin-4-yl)pyrimidine-4-carboxamide F[C@H]1[C@H](O[C@@H]([C@H]1O)CO)N1C(N=C(C=C1)C1=NC=CC(=N1)C(=O)N)=O